(rac)-3-(difluoromethoxy)-5-[5',6'-dihydrospiro[pyrrolidine-3,4'-pyrrolo[1,2-b]pyrazol]-2'-yl]pyridin-2-amine-hydrochloride salt Cl.FC(OC=1C(=NC=C(C1)C=1C=C2N(N1)CC[C@]21CNCC1)N)F |r|